FC(C(=O)O)(F)F.NC1=NN2C(N=CC=C2)=C1C(=O)NC(C)C=1C=C(C=2N(C1N1CCC3(CNC(O3)=O)CC1)C=NC2)Cl 2-Amino-N-{1-[8-chloro-5-(2-oxo-1-oxa-3,8-diazaspiro[4.5]dec-8-yl)imidazo[1,5-a]pyridin-6-yl]ethyl}pyrazolo[1,5-a]pyrimidine-3-carboxamide trifluoroacetate